C(=O)(O)CC1=CC=C(OC2=C(C(=O)O)C=CC=C2)C=C1 (4-carboxymethylphenoxy)benzoic acid